Propiolacton C1(CCO1)=O